[N+](=[N-])=CC(CC[C@@H](C(=O)OC(C([2H])([2H])[2H])C([2H])([2H])[2H])NC([C@H](C)OC)=O)=O propan-2-yl-1,1,1,3,3,3-d6 (S)-6-diazo-2-((S)-2-methoxypropanamido)-5-oxohexanoate